CC1=CCCC(C1/C=C(\C)/C(=O)C)(C)C 8-methyl-alpha-ionone